5-hydroxy-1-(4-methoxyphenyl)-2-methyl-4-(piperidin-1-ylmethyl)-1H-indole-3-carboxylic acid ethyl ester C(C)OC(=O)C1=C(N(C2=CC=C(C(=C12)CN1CCCCC1)O)C1=CC=C(C=C1)OC)C